(2R,3aS,6S,6aR)-6-((2-amino-3-bromoquinolin-7-yl)methyl)-2-(4-amino-7H-pyrrolo[2,3-d]pyrimidin-7-yl)hexahydro-2H-cyclopenta[b]furan-3,3a-diol NC1=NC2=CC(=CC=C2C=C1Br)C[C@@H]1CC[C@]2([C@@H]1O[C@H](C2O)N2C=CC1=C2N=CN=C1N)O